C(#N)C=1C=NN2C1C(=CC(=C2)C=2C=NN(C2)C)C=2C=CC(=NC2)N2CCC(CC2)C(=O)NOCC2CC2 1-(5-(3-cyano-6-(1-methyl-1H-pyrazol-4-yl)pyrazolo[1,5-a]pyridin-4-yl)pyridin-2-yl)-N-(cyclopropylmethoxy)piperidine-4-carboxamide